N2-(3-((5-cyclopropylisoxazol-3-yl)methoxy)-4-methoxyphenyl)-N4-methylpyrimidine-2,4-diamine C1(CC1)C1=CC(=NO1)COC=1C=C(C=CC1OC)NC1=NC=CC(=N1)NC